tert-butyl (3R)-3-[(2S)-1-(tert-butoxy)-3-(5-vinyl-1,3-thiazol-2-yl)-1-oxopropane-2-yl]pyrrolidine-1-carboxylate C(C)(C)(C)OC([C@@H](CC=1SC(=CN1)C=C)[C@@H]1CN(CC1)C(=O)OC(C)(C)C)=O